7-(4,4,5,5-tetramethyl-1,3,2-dioxaborolan-2-yl)-2-((2-(trimethylsilyl)ethoxy)methyl)pyrrolo[1,2-a]pyrazin-1(2H)-one CC1(OB(OC1(C)C)C=1C=C2N(C=CN(C2=O)COCC[Si](C)(C)C)C1)C